(1R,2R)-2-(6-((1H-imidazol-1-yl)methyl)pyridin-3-yl)cyclopropane-1-carboxylic acid N1(C=NC=C1)CC1=CC=C(C=N1)[C@H]1[C@@H](C1)C(=O)O